Cl.C(C)(C)N isopropyl-ammonia hydrochloride